OC1(CC(C1)C(=O)N1CC2(C1)CC(C2)CC2=CC=C(C=C2)C(F)(F)F)C ((1s,3s)-3-Hydroxy-3-methylcyclobutyl)(6-(4-(trifluoromethyl)benzyl)-2-azaspiro[3.3]heptan-2-yl)methanone